BrC1=C(OCC=2CCN(CC2)C(=O)OC(C)(C)C)C=CC=C1[N+](=O)[O-] tert-Butyl 4-((2-bromo-3-nitrophenoxy)methyl)-3,6-dihydropyridine-1(2H)-carboxylate